O=C(C(=O)O)C(CC)C α-keto-beta-methylvaleric acid